COC(C1=C(C=CC=C1)NCC1OCC1)=O ((oxetan-2-ylmethyl)amino)benzoic acid methyl ester